2-(2,3,4-trihydroxyphenyl)ethanol OC1=C(C=CC(=C1O)O)CCO